BrC1=CC2=C(N=C(N=[N+]2[O-])N2CC(CCC2)C(=O)OC(C)C)C=C1 7-bromo-3-(3-(isopropoxycarbonyl)piperidin-1-yl)benzo[e][1,2,4]triazine 1-oxide